C(C)(C)C1OCC2(CO1)[C@@H](CC[C@H](C2)C)C(C)C (7S,10R)-3,7-diisopropyl-10-methyl-2,4-dioxaspiro[5.5]undecane